2,3-dichloro-4-(sodiosulfanyl)pyridine ClC1=NC=CC(=C1Cl)S[Na]